CNC1CN(C1)C1=NC(=NC(=C1)C1=NNC=C1)N 4-(3-(methylamino)azetidin-1-yl)-6-(1H-pyrazol-3-yl)pyrimidin-2-amine